FC=1C=C(C=CC1C)[C@]1(CN(CC1)C(=O)NC1=C(C=CC(=C1)C(C)(C)O)OC)C1=NC=NS1 |o1:8| (R or S)-3-(3-fluoro-4-methylphenyl)-N-(5-(2-hydroxypropan-2-yl)-2-methoxyphenyl)-3-(1,2,4-thiadiazol-5-yl)pyrrolidine-1-carboxamide